(S)-1-(1-(7,8-difluoro-1-oxo-1,2-dihydroisoquinolin-4-yl)ethyl)-3-(3-chloro-4-fluorophenyl)-1-ethylurea FC1=CC=C2C(=CNC(C2=C1F)=O)[C@H](C)N(C(=O)NC1=CC(=C(C=C1)F)Cl)CC